Cl.CC1(CC(NCC1)C(=O)OC)C Methyl 4,4-dimethylpiperidine-2-carboxylate hydrochloride